tridecan-7-yl 6-((7-((4,4-bis(((Z)-oct-5-en-1-yl)oxy)butanoyl)oxy)heptyl)amino)hexanoate C(CCC\C=C/CC)OC(CCC(=O)OCCCCCCCNCCCCCC(=O)OC(CCCCCC)CCCCCC)OCCCC\C=C/CC